N-((3-phenylbicyclo[1.1.1]pentan-1-yl)methyl)pyridazine-4-carboxamide C1(=CC=CC=C1)C12CC(C1)(C2)CNC(=O)C2=CN=NC=C2